ClC1=NC=CC=C1C1=CC(=NC2=C(N=CC=C12)C1=CC=NN1)N1CCOCC1 4-(2-chloropyridin-3-yl)-2-(morpholin-4-yl)-8-(1H-pyrazol-5-yl)-1,7-naphthyridine